1-((tert-butylsulfinyl)imino)-6-methoxy-1,3-dihydrospiro[indene-2,4'-piperidine]-1'-Carboxylic acid tert-butyl ester C(C)(C)(C)OC(=O)N1CCC2(CC1)C(C1=CC(=CC=C1C2)OC)=NS(=O)C(C)(C)C